C(C)OC1=NC=NC=C1C(=O)[O-] 4-ethoxy-pyrimidine-5-carboxylate